3,3-dichloro-5,5-dimethylazepan-2-one ClC1(C(NCCC(C1)(C)C)=O)Cl